Pyridine-Amine N1=C(C=CC=C1)N